C(=O)(C=C)NCC(=O)N acryl-glycyl-amine